3-(1,10-phenanthroline-2-yl)-9-methoxybenzofuro[3,2-b]pyridine N1=C(C=CC2=CC=C3C=CC=NC3=C12)C=1C=C2C(=NC1)C1=C(O2)C=CC=C1OC